N-(7-(difluoromethoxy)-1-(prop-2-yn-1-yl)-1H-indazol-3-yl)-4-fluorobenzamide FC(OC=1C=CC=C2C(=NN(C12)CC#C)NC(C1=CC=C(C=C1)F)=O)F